(E)-4-(4-isopropyl-3-methoxystyryl)-1-methyl-1H-pyrazole C(C)(C)C1=C(C=C(/C=C/C=2C=NN(C2)C)C=C1)OC